N-(3,4-Dimethylphenyl)-N1-(2-fluorophenyl)-6-morpholin-4-yl-[1,3,5]triazine-2,4-diamine hydrochloride Cl.CC=1C=C(C=CC1C)NC1N(C(=NC(=N1)N)N1CCOCC1)C1=C(C=CC=C1)F